BrCCCCCCCCCOC1=C2C(N(C(C2=CC=C1)=O)C1C(NC(CC1)=O)=O)=O 4-((9-bromononyl)oxy)-2-(2,6-dioxopiperidin-3-yl)isoindoline-1,3-dione